2-chloro-N-(4-fluoro-1-methyl-3-(trifluoromethyl)-1H-pyrazol-5-yl)benzamide cobalt 2,4,4-trimethylpentanoate CC(C(=O)[O-])CC(C)(C)C.[Co+2].ClC1=C(C(=O)NC2=C(C(=NN2C)C(F)(F)F)F)C=CC=C1.CC(C(=O)[O-])CC(C)(C)C